((6-(6-ethyl-2-((4-(4-methylpiperazin-1-yl)phenyl)amino)-7H-pyrrolo[2,3-d]pyrimidin-7-yl)pyridin-2-yl)imino)dimethyl-λ6-sulfanone C(C)C1=CC2=C(N=C(N=C2)NC2=CC=C(C=C2)N2CCN(CC2)C)N1C1=CC=CC(=N1)N=S(=O)(C)C